tert-Butyl 3-(3-chloro-4-(cyanomethyl)phenyl)-3,8-diazabicyclo[3.2.1]octane-8-carboxylate ClC=1C=C(C=CC1CC#N)N1CC2CCC(C1)N2C(=O)OC(C)(C)C